C(C1=CC=CC=C1)OC1=NC(=CC=C1C1=NN(C2=CC(=C(C=C12)F)N1CCC(CC1)CN1CCN(CC1)C(=O)OC(C)(C)C)C)OCC1=CC=CC=C1 Tert-butyl 4-[[1-[3-(2,6-dibenzyloxy-3-pyridyl)-5-fluoro-1-methyl-indazol-6-yl]-4-piperidyl] methyl]piperazine-1-carboxylate